[Si](C1=CC=CC=C1)(C1=CC=CC=C1)(C(C)(C)C)OCCCCC1=CC=C2CCCN(C2=N1)C(=O)OC(C)(C)C tert-butyl 7-(4-((tert-butyldiphenylsilyl)oxy)butyl)-3,4-dihydro-1,8-naphthyridine-1(2H)-carboxylate